8-Methoxy-3-(4-(2,2,3,3,3-pentafluoropropoxy)phenyl)-2-(trifluoromethyl)-4H-pyrido[1,2-a]pyrimidin-4-one COC1=CC=2N(C(C(=C(N2)C(F)(F)F)C2=CC=C(C=C2)OCC(C(F)(F)F)(F)F)=O)C=C1